SCC[Si](OCC)(OCC)OCC β-mercapto-ethyltriethoxysilane